propyl-methacrylic acid lithium salt [Li+].C(CC)C=C(C(=O)[O-])C